1-(4-(4-(5-(2-chloro-6-fluorophenyl)-4,5-dihydroisoxazol-3-yl)thiazol-2-yl)piperidin-1-yl)-2-((5-methoxypyrimidin-4-yl)oxy)ethan-1-one ClC1=C(C(=CC=C1)F)C1CC(=NO1)C=1N=C(SC1)C1CCN(CC1)C(COC1=NC=NC=C1OC)=O